2-(1-acryloyl-4-(7-(6-methoxy-3,4-dihydroquinolin-1(2H)-yl)-2-(2-(pyrrolidin-1-yl)ethoxy)-5,6,7,8-tetrahydroquinazolin-4-yl)piperazin-2-yl)acetonitrile C(C=C)(=O)N1C(CN(CC1)C1=NC(=NC=2CC(CCC12)N1CCCC2=CC(=CC=C12)OC)OCCN1CCCC1)CC#N